5-((methoxy-d3)methyl)-1-methyl-1H-pyrazole-4-sulfonyl chloride C(OCC1=C(C=NN1C)S(=O)(=O)Cl)([2H])([2H])[2H]